6-bromo-4-fluoropyrazolo[1,5-a]pyridine-3-carbonitrile BrC=1C=C(C=2N(C1)N=CC2C#N)F